C(CC)OC(CC[SiH3])(OCCC)OCCC tripropoxypropylsilane